(5aR,5bS,7aS,8S,10aS,10bR)-2-((4-chlorophenyl)amino)-5a,7a-dimethyl-5,5a,5b,6,7,7a,8,9,10,10a,10b,11-dodecahydro-4H-cyclopenta[7,8]phenanthro[2,1-d]thiazol-8-yl propionate C(CC)(=O)O[C@H]1CC[C@@H]2[C@@]1(CC[C@@H]1[C@]3(CCC=4N=C(SC4C3=CC[C@@H]21)NC2=CC=C(C=C2)Cl)C)C